C1(CC1)C1=NC=NC(=C1C=1N=CC2=C(N1)N(C(C=C2)=O)C([2H])([2H])C2=CC=C(C=C2)C=2N(C=C(N2)C(F)(F)F)C([2H])([2H])[2H])OC 2-(4-cyclopropyl-6-methoxypyrimidin-5-yl)-8-({4-[1-(2H3)methyl-4-(trifluoromethyl)imidazol-2-yl]phenyl}(2H2)methyl)pyrido[2,3-d]pyrimidin-7-one